N-[4-(2-{5-[(1R,4R,7R)-7-amino-2-azabicyclo[2.2.1]heptane-2-carbonyl]-7-methoxy-1-methyl-1H-1,3-benzodiazol-2-yl}-1-(cyclopropylmethyl)-1H-indol-6-yl)phenyl]but-2-ynamide N[C@H]1[C@@H]2N(C[C@H]1CC2)C(=O)C2=CC1=C(N(C(=N1)C=1N(C3=CC(=CC=C3C1)C1=CC=C(C=C1)NC(C#CC)=O)CC1CC1)C)C(=C2)OC